C1(CCCC1)OC(\C=C(\C)/N)=O (Z)-3-aminobut-2-enoic acid cyclopentyl ester